The molecule is the salicylic acid salt of diphenhydramine. It has a role as a H1-receptor antagonist, an antiemetic, a sedative, an anti-allergic agent and a muscarinic antagonist. It is an organoammonium salt and a member of salicylates. It contains a diphenhydramine and a salicylate. C[NH+](C)CCOC(C1=CC=CC=C1)C2=CC=CC=C2.C1=CC=C(C(=C1)C(=O)O)[O-]